3-(2,5-difluorophenyl)-6-fluoro-3,4-dihydroquinazolin-2(1H)-one FC1=C(C=C(C=C1)F)N1C(NC2=CC=C(C=C2C1)F)=O